S1N=C(C=C1)C1=C(C=CC=C1)C(C)OC1=CC(=CC=2N1C(=CN2)C#N)C=2N=NN(C2C)C2CCNCC2 5-[1-(2-Isothiazol-3-ylphenyl)ethoxy]-7-[5-methyl-1-(4-piperidyl)triazol-4-yl]imidazo[1,2-a]pyridine-3-carbonitrile